FC1=C(C(=CC=C1C1=CC=C2C=CC=NC2=C1)O)N1CC(NS1(=O)=O)=O 5-(2-fluoro-6-hydroxy-3-(quinolin-7-yl)phenyl)-1,2,5-thiadiazolidin-3-one 1,1-dioxide